7-bromo-1-ethylquinoxalin-2(1H)-one BrC1=CC=C2N=CC(N(C2=C1)CC)=O